N=1N(N=CC1)C1=CC=C(C=N1)N 6-(triazol-2-yl)pyridine-3-amine